FC1=CC=CC(=N1)CN1[C@@H](CN(C2=C(C1)C=CC(=C2)C2=CC(=NC=C2)N)C)C (R)-4-((6-fluoro-2-pyridinyl)methyl)-1,3-dimethyl-8-(2-aminopyridin-4-yl)-3,4-dihydro-1H-benzo[e][1,4]diazepine